1,4-bis(carboxymethyl)-6-[bis(carboxymethyl)]amino-6-(9-carboxynonyl)-perhydro-1,4-diazepine C(=O)(O)CN1CCN(CC(C1)(CCCCCCCCCC(=O)O)N(CC(=O)O)CC(=O)O)CC(=O)O